N1CC(C1)N1N=C2N=C(C=CC2=C1)C1=C(C=C(C=C1C)C(F)(F)F)O 2-[2-(azetidin-3-yl)pyrazolo[3,4-b]pyridin-6-yl]-3-methyl-5-(trifluoromethyl)phenol